O=C(CC(=O)OCC)C1CCSCC1 Ethyl 3-oxo-3-(tetrahydrothiopyran-4-yl)propanoate